C(C)N(C1=CC(=C(C=C1)C=C1C(CCC1)=O)C)CC [4-(diethylamino)-2-methylphenyl]Methylenecyclopentanone